N1(CCCCC1)CCOC1CN(CC1)C1=C2C(=NC=C1)C=C(S2)C=2C(NC(NC2)=O)=O 5-[7-[3-[2-(1-Piperidinyl)ethoxy]pyrrolidin-1-yl]thieno[3,2-b]pyridin-2-yl]-1H-pyrimidine-2,4-dione